2-(2-heptadecyl-4,5-dihydro-1H-imidazol-1-yl)ethan-1-ol C(CCCCCCCCCCCCCCCC)C=1N(CCN1)CCO